8-[1-(2,2-difluoroethyl)-1H-pyrazolo[3,4-b]pyrazin-6-yl]-2-[(4-ethyl-1,3-thiazol-2-yl)methyl]-2,8-diazaspiro[4.5]decan-3-one FC(CN1N=CC=2C1=NC(=CN2)N2CCC1(CC(N(C1)CC=1SC=C(N1)CC)=O)CC2)F